cis-1,2-cyclohexanedicarboxylate calcium salt [Ca+2].[C@@H]1([C@H](CCCC1)C(=O)[O-])C(=O)[O-]